triethoxytetradecyl-silane C(C)OC(CCCCCCCCCCCCC[SiH3])(OCC)OCC